5-(3-Fluoro-4-methoxyphenyl)-6-(1-{[p-(trifluoromethyl)phenyl]methyl}-1H-pyrazol-4-yl)-4-pyrimidinylamine FC=1C=C(C=CC1OC)C=1C(=NC=NC1C=1C=NN(C1)CC1=CC=C(C=C1)C(F)(F)F)N